(4-Amino-3-fluoro-phenyl)-(9-methoxy-3H-benzo[e]-indol-2-yl)-methanone NC1=C(C=C(C=C1)C(=O)C=1NC=2C=CC3=C(C2C1)C(=CC=C3)OC)F